Methyl-furanthiol CC1=C(OC=C1)S